B(OCC(O)CO)([O-])[O-] glyceryl monoborate